CC1(C(C=2N3C(C4=C(C=5C3=C1C=CC5C([2H])([2H])[2H])C=CC=C4)=NC2C2=CC=CC=C2)(C([2H])([2H])[2H])C([2H])([2H])[2H])C 4,4-dimethyl-3,3,7-tris(methyl-d3)-2-phenyl-3,4-dihydrodibenzo[b,ij]imidazo[2,1,5-de]quinolizine